1H-tetrazole diisopropylammonium salt C(C)(C)[NH2+]C(C)C.N1N=NN=C1